N-{4-[2-(2-chloro-4,6-dimethylphenyl)acetamido]pyridin-2-yl}-N-(3,4-difluorophenyl)acetamide ClC1=C(C(=CC(=C1)C)C)CC(=O)NC1=CC(=NC=C1)N(C(C)=O)C1=CC(=C(C=C1)F)F